Ethyl (E)-2-cyano-3-ethoxyacrylate C(#N)/C(/C(=O)OCC)=C\OCC